N-octadecenyl-2-(3,4-di-(tert-butylcarbonyloxy)-phenyl)-3,7-di-(tert-butylcarbonyloxy)-quinolin-4-one C(=CCCCCCCCCCCCCCCCC)N1C(=C(C(C2=CC=C(C=C12)OC(=O)C(C)(C)C)=O)OC(=O)C(C)(C)C)C1=CC(=C(C=C1)OC(=O)C(C)(C)C)OC(=O)C(C)(C)C